(1s,4s)-4-(3-fluoro-4-(piperazin-1-yl)phenoxy)tetrahydro-2H-thiopyran 1-oxide FC=1C=C(OC2CCS(CC2)=O)C=CC1N1CCNCC1